(Z)-1-(2-fluoro-4-(1-(4-(trifluoromethoxy)phenyl)-1H-1,2,4-triazol-3-yl)phenyl)-3-(3-(5-hydroxy-2-isopropylphenyl)-4-oxothiazolidin-2-ylidene)urea FC1=C(C=CC(=C1)C1=NN(C=N1)C1=CC=C(C=C1)OC(F)(F)F)NC(=O)\N=C\1/SCC(N1C1=C(C=CC(=C1)O)C(C)C)=O